2-(4-(2-nitrooxy-ethoxy)-3,5-dimethylphenyl)-5,7-dimethoxyquinazolin-4(3H)-one [N+](=O)([O-])OCCOC1=C(C=C(C=C1C)C1=NC2=CC(=CC(=C2C(N1)=O)OC)OC)C